CS(=O)(=O)N1CCN(CC1)C1=CC=CC=N1 6-(4-(methylsulfonyl)piperazin-1-yl)pyridin